5-(1,3-dioxo-2,3-dihydro-1H-isoindol-2-yl)-1,3-diazinane-2,4,6-trione O=C1N(C(C2=CC=CC=C12)=O)C1C(NC(NC1=O)=O)=O